[Sb].[Cu].[Sn] tin-copper-antimony